O1CCN(CC1)C1=C2N=C(NC2=NC=N1)N1CCC2(CC(C2)NC2=NC=CC(=C2)N2CC(C2)NC(C=C)=O)CC1 N-(1-(2-((7-(6-morpholino-9H-purin-8-yl)-7-azaspiro[3.5]nonan-2-yl)amino)pyridin-4-yl)azetidin-3-yl)acrylamide